BrC=1C=C(C(=NC1)C1CC(=NO1)N1C[C@H](C(C1)(F)F)NS(=O)(=O)C)C1=C(C=C(C=C1F)F)F N-[(3R)-1-{5-[5-bromo-3-(2,4,6-trifluorophenyl)pyridin-2-yl]-4,5-dihydro-1,2-oxazol-3-yl}-4,4-difluoropyrrolidin-3-yl]methanesulfonamide